ethyl 1-(6-(2-methoxypyridin-3-yl)quinolin-2-yl)piperidine-4-carboxylate COC1=NC=CC=C1C=1C=C2C=CC(=NC2=CC1)N1CCC(CC1)C(=O)OCC